[4,6-bis(propan-2-yl)-1,3-dihydro-2-benzofuran-5-yl]-1-[[4-(hydroxymethyl)-2-(2-hydroxypropan-2-yl)-1,3-thiazol-5-yl]sulfonyl]urea CC(C)C1=C(C(=CC=2COCC21)C(C)C)N(C(=O)N)S(=O)(=O)C2=C(N=C(S2)C(C)(C)O)CO